1-(4-chloro-3-cyano-phenyl)-3-[(1S)-1-(2-pyrimidin-2-yl-1,2,4-triazol-3-yl)ethyl]urea ClC1=C(C=C(C=C1)NC(=O)N[C@@H](C)C=1N(N=CN1)C1=NC=CC=N1)C#N